(1S,2S,3R,4S,5S)-3-((5-chloro-4-(4-fluoro-2-(2-hydroxypropan-2-yl)-1-isopropyl-1H-benzo[d]imidazol-6-yl)pyrimidin-2-yl)amino)-4-methyl-6,8-dioxabicyclo[3.2.1]octan-2-ol ClC=1C(=NC(=NC1)N[C@H]1[C@@H]([C@@H]2CO[C@H]([C@H]1C)O2)O)C=2C=C(C1=C(N(C(=N1)C(C)(C)O)C(C)C)C2)F